CC=1OC(=CC1C(=O)NC=1SC=C(N1)CN1CCOCC1)C1=CC(=CC=C1)C(F)(F)F 2-methyl-N-(4-(morpholinomethyl)thiazol-2-yl)-5-(3-(trifluoromethyl)phenyl)furan-3-carboxamide